S1C(=NC2=C1C=CC=C2)N2CCC(CC2)NC(=O)[C@H]2N(C[C@@H](C2)O)C([C@H](C(C)(C)C)N2N=NC(=C2)C2CC2)=O (2S,4r)-N-[1-(1,3-benzothiazol-2-yl)-4-piperidinyl]-1-[(2S)-2-(4-cyclopropyltriazol-1-yl)-3,3-dimethyl-butyryl]-4-hydroxy-pyrrolidine-2-carboxamide